(R)-1-(benzyloxycarbonyl)pyrrolidine-2-carboxylic acid C(C1=CC=CC=C1)OC(=O)N1[C@H](CCC1)C(=O)O